C(C1=CC=CC=C1)N1C[C@@H](NCC1)CCO 2-[(2S)-4-Benzylpiperazin-2-yl]ethanol